CS(=O)(=O)O\N=C(\C)/Cl (1Z)-N-[(methylsulfonyl)oxy]-ethanimidoyl chloride